FC1CC(N(C1)C(CCCN1C=NC=C1)=O)C(=O)NC(C1=CC=C(C=C1)C(C)C)C1=CC=CC=C1 4-fluoro-1-[4-(1H-imidazol-1-yl)butyryl]-N-{phenyl-[4-(propan-2-yl)phenyl]methyl}pyrrolidine-2-carboxamide